C1(CC1)C(=O)N1CC=2N(CC1)N=C(C2C2=CC(=NC=C2)NC(CCC)=O)C2=CC=C(C=C2)F N-(4-(5-(cyclopropanecarbonyl)-2-(4-fluorophenyl)-4,5,6,7-tetrahydropyrazolo[1,5-a]pyrazin-3-yl)pyridin-2-yl)butyramide